C(C)(C)(C)P(C1=C(C=CC=C1)C1=C(C=CC=C1)C)C(C)(C)C 2-di-tert-butylphosphino-2'-methyl-biphenyl